5-(1-ethoxyvinyl)-N,N,1-trimethyl-1H-pyrazole-3-carboxamide C(C)OC(=C)C1=CC(=NN1C)C(=O)N(C)C